BrC1=CC=C2C=C(C(=NC2=C1C(NC1=CSC=C1)=O)OC)C(=O)OCC ethyl 7-bromo-2-methoxy-8-(thiophen-3-ylcarbamoyl)quinoline-3-carboxylate